1-Acetylimino-N-[4-(3-Cyanophenyl)-5-(2,6-dimethyl-4-pyridyl)thiazol-2-yl]-1-oxo-1,4-thiazinan-4-carboxamid C(C)(=O)N=S1(CCN(CC1)C(=O)NC=1SC(=C(N1)C1=CC(=CC=C1)C#N)C1=CC(=NC(=C1)C)C)=O